(1,1-dioxidothiomorpholino)(4-((3-(7-(((3R,4S)-3-fluoro-1-methylpiperidin-4-yl)amino)-3-(2,2,2-trifluoroethyl)benzo[b]thiophen-2-yl)prop-2-yn-1-yl)amino)-3-methoxyphenyl)methanone O=S1(CCN(CC1)C(=O)C1=CC(=C(C=C1)NCC#CC1=C(C2=C(S1)C(=CC=C2)N[C@@H]2[C@@H](CN(CC2)C)F)CC(F)(F)F)OC)=O